C(C)OC(CC=1C(=NC=NC1Cl)Cl)=O 4,6-dichloro-5-pyrimidineacetic acid ethyl ester